C1(CC1)C1=CC(=NN1)NC1=NC(=NC=C1)N1CCC2(CN(C2)C)CC1 N-(5-Cyclopropyl-1H-pyrazol-3-yl)-2-(2-methyl-2,7-diazaspiro[3.5]nonan-7-yl)pyrimidin-4-amine